BrC1=C(C=C2C(=NC(=NC2=C1)C)NC(C)C1=C(C(=CC=C1)C(F)F)F)I 7-bromo-N-(1-(3-(difluoromethyl)-2-fluorophenyl)ethyl)-6-iodo-2-methyl-quinazolin-4-amine